(S)-10-((R)-3-((5-aminopyrimidin-2-yl)amino)pyrrolidin-1-yl)-9-fluoro-3-methyl-7-oxo-2,3-dihydro-7H-[1,4]oxazino[2,3,4-ij]quinoline-6-carboxylic acid NC=1C=NC(=NC1)N[C@H]1CN(CC1)C1=C(C=C2C(C(=CN3C2=C1OC[C@@H]3C)C(=O)O)=O)F